5-[(Z)-2-fluoro-2-{5-[(oxetan-3-yl)amino]pyridin-3-yl}ethenyl]-N-[(1S,2S)-2-hydroxycyclohexyl]-6-methylpyridine-3-carboxamide F\C(=C/C=1C=C(C=NC1C)C(=O)N[C@@H]1[C@H](CCCC1)O)\C=1C=NC=C(C1)NC1COC1